(S)-2-Acetoxy-propionic acid (S)-2-{3-acetyl-2-[(Z)-5-bromo-quinoxalin-6-ylimino]-imidazolidin-1-yl}-1-methyl-2-oxo-ethyl ester C(C)(=O)N1/C(/N(CC1)C([C@H](C)OC([C@H](C)OC(C)=O)=O)=O)=N/C=1C(=C2N=CC=NC2=CC1)Br